1-(2-deoxy-2-fluoro-beta-D-arabinofuranosyl)uracil F[C@@H]1[C@@H](O[C@@H]([C@H]1O)CO)N1C(=O)NC(=O)C=C1